O=C(C(=O)OCC(F)(F)F)N1[C@H](CC[C@@H](C1)C)C=1C=CC2=C(N=C(S2)CCCN(C)C)C1 2,2,2-Trifluoroethyl 2-oxo-2-[(2R,5S)-2-[2-[3-(dimethylamino) propyl]-1,3-benzothiazol-5-yl]-5-methyl-1-piperidyl]acetate